C(C)(C)(C)N(C(O)=O)[C@H]1CN(CCC1)C1=NC=C(C=C1C(F)(F)F)Cl.FP(=O)(C)OC1CCCCC1 [fluoro(methyl)phosphoryl]oxycyclohexane (R)-tert-butyl-(1-(5-chloro-3-(trifluoromethyl)pyridin-2-yl)piperidin-3-yl)carbamate